FC(OC=1C=NC(=NC1)N1N=CN=C1C(C)NC(C1=CC(=CC(=C1)C(F)(F)F)C(F)(F)F)=O)F N-[1-[2-[5-(difluoromethoxy)pyrimidin-2-yl]-1,2,4-triazol-3-yl]ethyl]-3,5-bis(trifluoromethyl)benzamide